6-(3-amino-1-decanoyl-1H-indazol-4-yl)-N-(4-fluoro-3-methylphenyl)-1-naphthamide NC1=NN(C2=CC=CC(=C12)C=1C=C2C=CC=C(C2=CC1)C(=O)NC1=CC(=C(C=C1)F)C)C(CCCCCCCCC)=O